CC=1C=C(C#N)C=C(C1)OCOCC[Si](C)(C)C 3-methyl-5-(2-trimethylsilylethoxymethoxy)benzonitrile